(R)-N-((3-(7-chloro-3-isobutyl-2-methyl-1,1-dioxido-5-phenyl-2,3,4,5-tetrahydrobenzo[f][1,2,5]thiadiazepin-8-yl)phenyl)sulfonyl)acetamide ClC=1C(=CC2=C(N(C[C@H](N(S2(=O)=O)C)CC(C)C)C2=CC=CC=C2)C1)C=1C=C(C=CC1)S(=O)(=O)NC(C)=O